Cl.CC1=CC=C(C=C1)S(=O)(=O)C=1C=C2CCC=C(C2=CC1)CN [6-(4-Methylbenzenesulfonyl)-3,4-dihydro-naphthalen-1-yl]methylamine, hydrochloride